dilinoleyl carbonate C(OCCCCCCCC\C=C/C\C=C/CCCCC)(OCCCCCCCC\C=C/C\C=C/CCCCC)=O